[4-(6-methylbenzofuran-3-yl)piperidin-1-yl]benzophenone CC1=CC2=C(C(=CO2)C2CCN(CC2)C2=C(C(=O)C3=CC=CC=C3)C=CC=C2)C=C1